N1-([1,1'-biphenyl]-4-yl)-N4-phenyl-N1,N4-bis(4-(9-phenyl-9H-carbazol-3-yl)phenyl)benzene-1,4-diamine C1(=CC=C(C=C1)N(C1=CC=C(C=C1)N(C1=CC=C(C=C1)C=1C=CC=2N(C3=CC=CC=C3C2C1)C1=CC=CC=C1)C1=CC=CC=C1)C1=CC=C(C=C1)C=1C=CC=2N(C3=CC=CC=C3C2C1)C1=CC=CC=C1)C1=CC=CC=C1